COC(=O)C1=NC(=C(C(=C1C=C)N)F)C1=CC=C(C=C1)C#C 4-amino-6-(4-ethynylphenyl)-5-fluoro-3-vinyl-pyridine-2-carboxylic acid methyl ester